BrC1=C(C=CC(=C1)NC1=NC=NC2=CC(=C(C=C12)OC)OC)O 2-bromo-4-[(6,7-dimethoxyquinazolin-4-yl)amino]phenol